N1C(=NC2=C1C=CC=C2)C2=CC(=NN2C)NC(=O)C=2C=NC(=CC2)N2CC(NCC2)(C)C N-[5-(1H-benzimidazol-2-yl)-1-methyl-pyrazol-3-yl]-6-(3,3-dimethylpiperazin-1-yl)pyridine-3-carboxamide